C1(CC1)C1=NN=C(O1)C1=C(C2=C(N(C(C1)=O)CC1=CC(=C(C=C1)C)F)C=CC=C2)C#C 4-(5-cyclopropyl-1,3,4-oxadiazol-2-yl)-5-ethynyl-1-(3-fluoro-4-methylbenzyl)-1,3-dihydro-2H-benzo[b]azepin-2-one